C1(CC1)[C@H]1OCCN2C1=CC(=N2)S(=O)(=O)NC(NC2=C1CCCC1=CC=C2C2=CC=1N(C=C2)N=CC1)=O (R)-4-cyclopropyl-N-((5-(pyrazolo[1,5-a]pyridin-5-yl)-2,3-dihydro-1H-inden-4-yl)carbamoyl)-6,7-dihydro-4H-pyrazolo[5,1-c][1,4]oxazine-2-sulfonamide